O1CCN(CC1)CC=1C=CC2=C(NC(=N2)C2=NNC3=CC=C(C=C23)C(=O)OC)C1 methyl 3-(6-(morpholinomethyl)-1H-benzo[d]imidazol-2-yl)-1H-indazole-5-carboxylate